(R)-1-benzyl-2-(4,7-dimethyl-6-pentyl-2-tosylisoindolin-5-yl)-2,3-dihydro-1H-naphtho[1,8-de][1,3,2]diazaborinine C(C1=CC=CC=C1)N1B(NC2=C3C1=CC=CC3=CC=C2)C=2C(=C3CN(CC3=C(C2CCCCC)C)S(=O)(=O)C2=CC=C(C)C=C2)C